2-((5-(3,4-difluorophenyl)pyridin-3-yl)oxy)-5-((1-(methylsulfonyl)piperidin-4-yl)oxy)isonicotinonitrile FC=1C=C(C=CC1F)C=1C=C(C=NC1)OC=1C=C(C#N)C(=CN1)OC1CCN(CC1)S(=O)(=O)C